FC1(CN(C1)C(CN1C(N(C2=NC=C(C=C21)C2=CC(=C(C=C2)F)OC(F)F)C)=O)=O)F 1-[2-(3,3-difluoroazetidin-1-yl)-2-oxo-ethyl]-6-[3-(difluoromethoxy)-4-fluoro-phenyl]-3-methyl-imidazo[4,5-b]pyridin-2-one